C1(CC1)C=1N=CN(C1)C=1C(=NC=C(C1)N1CCOCC1)N (4-cyclopropyl-1H-imidazol-1-yl)-5-morpholinopyridin-2-amine